ClC1=CC(=C(C(=O)N2C[C@H](N(CC2)C2=CC=C(C(=C2C(=O)NCCNC)F)C=2C(=NC=CC2)OCC)CC)C=C1)C(F)(F)F 6-[(2R)-4-[4-chloro-2-(trifluoromethyl)benzoyl]-2-ethylpiperazin-1-yl]-3-(2-ethoxypyridin-3-yl)-2-fluoro-N-[2-(methylamino)ethyl]benzamide